acryloxymethyl ethyl phthalate C(C=1C(C(=O)OCC)=CC=CC1)(=O)OCOC(C=C)=O